7-METHYLSULFANYL-2-OXO-1,2-DIHYDRO-QUINOLINE-3-CARBALDEHYDE CSC1=CC=C2C=C(C(NC2=C1)=O)C=O